COC=1C=C(N=NC1C=1C=NN(C1)C1OCCCC1)NCC1=CC=C(C=C1)OC 5-methoxy-N-(4-methoxybenzyl)-6-(1-(tetrahydro-2H-pyran-2-yl)-1H-pyrazol-4-yl)pyridazin-3-amine